5-chloro-4-methoxy-2-methylpyridazin-3(2H)-one ClC1=C(C(N(N=C1)C)=O)OC